(R)-2-(aminomethyl)-3-methylbutyric acid NC[C@H](C(=O)O)C(C)C